FC=1C=CC(=NC1C(F)(F)F)[C@H](NC(=O)N1[C@@H](C(NCC1)=O)C)C1=CC(=CC=C1)OC(F)(F)F (2R)-N-((R)-(5-fluoro-6-(trifluoromethyl)pyridin-2-yl)(3-(trifluoromethoxy)-phenyl)methyl)-2-methyl-3-oxopiperazine-1-carboxamide